C(C)(C)(C)OC(=O)N1[C@@H](C[C@H](CC1)NC1=C(C(=NC2=C(C(=C(C=C12)Cl)C1=CC=CC2=CC=CC(=C12)C#N)F)Cl)C(=O)OCC)CCO[Si](C)(C)C(C)(C)C ethyl 4-(((2S,4S)-1-(tert-butoxycarbonyl)-2-(2-((tert-butyldimethylsilyl)oxy)ethyl)piperidin-4-yl)amino)-2,6-dichloro-7-(8-cyanonaphthalen-1-yl)-8-fluoroquinoline-3-carboxylate